(S)-11-oxo-N-((2-(4-(pyrrolidin-2-ylmethoxy)phenyl)thiazol-5-yl)methyl)-10,11-dihydrodibenzo[b,f][1,4]thiazepine-8-carboxamide 5,5-dioxide hydrochloride Cl.O=C1NC2=C(S(C3=C1C=CC=C3)(=O)=O)C=CC(=C2)C(=O)NCC2=CN=C(S2)C2=CC=C(C=C2)OC[C@H]2NCCC2